(R)-3-((6-Methylquinolin-5-yl)amino)pyrrolidine-1-carboxylic acid tert-butyl ester C(C)(C)(C)OC(=O)N1C[C@@H](CC1)NC1=C2C=CC=NC2=CC=C1C